OC1=C(C=C(C(=O)O)C=C1)S 4-hydroxy-3-mercaptobenzoic acid